FC1=C(C=CC(=C1)F)N1N=NC=C1 1-(2,4-Difluorophenyl)triazol